BrC1=C(C=C2CNCC(C2=O)=CC2=C(C=C(C=C2)Cl)Br)C=CC(=C1)Cl 3,5-bis(2-bromo-4-chlorobenzylidene)-4-piperidone